CN(C)C(N(C)C)=[N+]1N=NC2=NC=CC=C21 [Bis(dimethylamino)methylene]-1H-1,2,3-triazolo[4,5-b]pyridinium